vinyl 2,2-dimethylheptanoate CC(C(=O)OC=C)(CCCCC)C